3-(4-{4-[(2-Morpholin-4-yl-ethylamino)-methyl]-benzyloxy}-1-oxo-1,3-dihydro-isoindol-2-yl)-piperidine-2,6-dione N1(CCOCC1)CCNCC1=CC=C(COC2=C3CN(C(C3=CC=C2)=O)C2C(NC(CC2)=O)=O)C=C1